The molecule is a harmala alkaloid in which the harman skeleton is methoxy-substituted at C-7. It has a role as a metabolite, an anti-HIV agent and an EC 1.4.3.4 (monoamine oxidase) inhibitor. It derives from a hydride of a harman. CC1=NC=CC2=C1NC3=C2C=CC(=C3)OC